OC1C(C=CC1O)C(C1C=NC=2N=C(NC(C12)=O)N)N 7-(4,5-cis-dihydroxy-1-cyclopenten-3-yl-amino-methyl)-7-deazaguanine